(19R)-3-ethyl-16-fluoro-10,19-dimethyl-20-oxa-3,4,8,11,23-pentaazapentacyclo[19.3.1.02,6.08,12.013,18]pentacosa-1(24),2(6),4,9,11,13,15,17,21(25),22-decaen-22-amine C(C)N1C=2C3=CN=C(C(O[C@@H](C4=CC(=CC=C4C4=NC(=CN4CC2C=N1)C)F)C)=C3)N